6-amino-4-methyl-N-(2-(4-methylpiperazin-1-yl)-5-(4-((3-morpholinopropyl)carbamoyl)-1H-1,2,3-triazol-1-yl)phenyl)nicotinamide NC1=NC=C(C(=O)NC2=C(C=CC(=C2)N2N=NC(=C2)C(NCCCN2CCOCC2)=O)N2CCN(CC2)C)C(=C1)C